C1(CC1)N1N=C(C=C1)C=1C=C(C=O)C=CC1OC 3-(1-Cyclopropyl-1H-pyrazol-3-yl)-4-methoxybenzaldehyde